2-(4-Aminobicyclo[2.2.1]Hept-1-yl)acetonitrile hydrochloride Cl.NC12CCC(CC1)(C2)CC#N